C(C)(C)(C)OC(=O)N1CC2N(CC1)C(NC2)=O 3-oxohexahydroimidazo[1,5-a]pyrazine-7(1H)-carboxylic acid tert.Butyl ester